C1(CC1)CN1C(N(C(C2=CC(=CC=C12)S(=O)(=O)NC1(CC1)C)=O)C1CN(C1)C(C(=C)F)=O)=O 1-(cyclopropylmethyl)-3-(1-(2-fluoroacryloyl)azetidin-3-yl)-N-(1-methylcyclopropyl)-2,4-dioxo-1,2,3,4-tetrahydroquinazoline-6-sulfonamide